(2S,4R)-1-[(2R)-2-(4-cyclopropyltriazol-1-yl)-3,3-dimethyl-butanoyl]-4-hydroxy-N-[[2-(methanesulfonamido)cyclohexyl]methyl]pyrrolidine-2-carboxamide C1(CC1)C=1N=NN(C1)[C@@H](C(=O)N1[C@@H](C[C@H](C1)O)C(=O)NCC1C(CCCC1)NS(=O)(=O)C)C(C)(C)C